F\C(=C/C1=CC(=CC=C1)C(F)(F)F)\S(=O)(=O)C1=CC=CC=C1 (E)-1-[2-fluoro(2-benzenesulfonyl)vinyl]-3-trifluoromethyl-benzene